CC(C(=O)O)N1N=C(C(=CC1=O)C1=C(C=CC=C1)Cl)C(C)C methyl-2-(4-(2-chlorophenyl)-3-isopropyl-6-oxopyridazin-1(6H)-yl)acetic acid